2-[4-[(E)-3-(3,4-Difluorophenyl)prop-2-enoyl]phenoxy]-N-[(1R,4S,5R,8S,9R,10R,12R,13R)-1,5,9-trimethyl-11,14,15,16-tetraoxatetracyclo[10.3.1.04,13.08,13]hexadecan-10-yl]acetamide FC=1C=C(C=CC1F)/C=C/C(=O)C1=CC=C(OCC(=O)N[C@H]2[C@@H]([C@@H]3CC[C@H]([C@@H]4CC[C@]5(OO[C@]43[C@H](O2)O5)C)C)C)C=C1